1,5-dinitrobenzene [N+](=O)([O-])C1=CC=CC(=C1)[N+](=O)[O-]